ClC=1C=C(C=CC1F)[C@@H]1[C@H](C1)C(=O)OCC |r| rac-(1S*,2S*)-ethyl 2-(3-chloro-4-fluorophenyl)cyclopropanecarboxylate